C(CC)(=O)Cl Propanoyl Chloride